2-[3-(5-chloro-2,4-difluoro-phenyl)-1H-pyrazol-4-yl]-7-(5,6,7,8-tetrahydro-[1,2,4]triazolo[1,5-a]pyrazin-2-yl)-1,5-naphthyridine ClC=1C(=CC(=C(C1)C1=NNC=C1C1=NC2=CC(=CN=C2C=C1)C1=NN2C(CNCC2)=N1)F)F